[N+](#[C-])C1=C(C=CC(=C1)C#N)C1=CC=CC=C1 isocyano-4-cyano-1,1'-biphenyl